(E)-N-((4-(4-methoxyphenyl)bicyclo[2.2.2]oct-1-yl)methyl)-3-(2-(3-methyl-1,2,4-oxadiazol-5-yl)vinyl)aniline COC1=CC=C(C=C1)C12CCC(CC1)(CC2)CNC2=CC(=CC=C2)\C=C\C2=NC(=NO2)C